5'H-spiro[cyclopentane-1,7'-furo[3,4-d]pyrimidine]-2'-carboxylic acid N1=C(N=CC2=C1C1(OC2)CCCC1)C(=O)O